2,5-ditetradecyl-6-(thiophene-2-yl)pyrrolo[3,4-c]pyrrole-1,4-dione C(CCCCCCCCCCCCC)N1C(C2=C(N(C(C2=C1)=O)CCCCCCCCCCCCCC)C=1SC=CC1)=O